C(CCCCC(C)(C)C)O neo-nonanol